(S)-(6-amino-5-(3-hydroxy-2,6-dimethylphenyl)-5H-pyrrolo[2,3-b]pyrazin-7-yl)(5-(morpholinomethyl)-1H-indol-2-yl)methanone NC1=C(C=2C(=NC=CN2)N1C1=C(C(=CC=C1C)O)C)C(=O)C=1NC2=CC=C(C=C2C1)CN1CCOCC1